C(#N)C1(C(C1)C1=CC=C(C=C1)Br)C#N 1,1-dicyano-2-(4-bromophenyl)cyclopropane